[6-amino-7-carbamoyl-5-(3-methoxy-2,6-dimethyl-phenyl)-3-(trifluoromethyl)pyrrolo[2,3-b]pyrazin-2-yl] trifluoromethanesulfonate FC(S(=O)(=O)OC=1N=C2C(=NC1C(F)(F)F)N(C(=C2C(N)=O)N)C2=C(C(=CC=C2C)OC)C)(F)F